ClC=1C=C(CCN2C(C3=CC=C(C=C3C(C23CCCC3)C(=O)O)C)=O)C=CC1Cl 2'-(3,4-dichlorophenethyl)-6'-methyl-1'-oxo-1',4'-dihydro-2'H-spiro[cyclopentane-1,3'-isoquinoline]-4'-carboxylic acid